CC(C(=O)N[C@@H](CCCNC(N)=N)C(=O)O)=C N-(2-methyl-1-OXO-2-propen-1-yl)-L-arginine